1-(2,2,4-trimethyl-1-quinolyl)ethanone CC1(N(C2=CC=CC=C2C(=C1)C)C(C)=O)C